[(3R,5S,8R,9S,10S,13S,14S,17S)-17-acetyl-10,13-dimethyl-2,3,4,5,6,7,8,9,11,12,14,15,16,17-tetradecahydro-1H-cyclopenta[a]phenanthren-3-yl] 3-cyclopentylacetate cyclopentylacetate C1(CCCC1)CC(=O)O.C1CC(CC1)CC(=O)O[C@@H]1CC[C@@]2([C@H]3CC[C@@]4([C@H](CC[C@H]4[C@@H]3CC[C@H]2C1)C(C)=O)C)C